C(N)(=N)C1CC(C1)NC([O-])=O (3-carbamimidoylcyclobutyl)carbamate